4-phenyl-5-(4,4,5,5-tetramethyl-1,3,2-dioxaborolan-2-yl)-1-((2-(trimethylsilyl)ethoxy)methyl)-1H-imidazole C1(=CC=CC=C1)C=1N=CN(C1B1OC(C(O1)(C)C)(C)C)COCC[Si](C)(C)C